O=C1N(C2=C(OC1)C=C(C=C2)NC(N)=O)CC2=NC=CC=C2 3-(3-oxo-4-(pyridin-2-ylmethyl)-3,4-dihydro-2H-benzo[b][1,4]oxazin-7-yl)urea